BrC1=CC=C2C(=NN(C2=C1)CCOC)C(=O)C1COC2=CC=CC=C2C1 [6-bromo-1-(2-methoxyethyl)indazol-3-yl]-chroman-3-yl-methanone